ethyl 3-[3-bromo-5-[1-oxo-4-(trifluoromethyl)isoindolin-2-yl]phenyl]butanoate BrC=1C=C(C=C(C1)N1C(C2=CC=CC(=C2C1)C(F)(F)F)=O)C(CC(=O)OCC)C